CC=1CCC(C(C1)C=1C(C(C(=CC1O)CCCCC)C1=NOC(=N1)C)O)C(=C)C 5'-methyl-3-(5-methyl-1,2,4-oxadiazol-3-yl)-4-pentyl-2'-(prop-1-en-2-yl)-1',2',3,4'-tetrahydro-[1,1'-biphenyl]-2,6-diol